N'-((2-methyl-3-phenyl-6,7-dihydro-5H-cyclopenta[b]pyridin-4-yl)carbamoyl)-1H-pyrazole-3-sulfonimidamide CC1=C(C(=C2C(=N1)CCC2)NC(=O)N=S(=O)(N)C2=NNC=C2)C2=CC=CC=C2